C(CCCCCCC)C1=CC2=C(OCO2)C=C1 5-octylbenzo[d][1,3]dioxole